P(=O)(O)(O)O.CC1(OC=2C(=NC(=CC2)C=2C(=CC(=NC2)NC(C)=O)NC2=NC(=CC(=C2)C2CCOCC2)S(=O)(=O)C)OC1)C N-(5-(2,2-dimethyl-2,3-dihydro-[1,4]dioxino[2,3-b]pyridin-6-yl)-4-((6-(methylsulfonyl)-4-(tetrahydro-2H-pyran-4-yl)pyridin-2-yl)amino)pyridin-2-yl)acetamide phosphate